C(=C)C1=CC=C(CN(C)C)C=C1 4-vinyl-N,N-dimethylbenzylamine